C1(=CC=CC=C1)[Si](C1=CC=CC=C1)C1=CC=CC=C1 (triphenyl)silicon